ClC1=C(C(=O)N2CCC(CC2)C2=CC=C(C#N)C=C2)C=CC=C1C1=NC2=C(N1)COCC2 4-(1-(2-chloro-3-(3,4,6,7-tetrahydropyrano[3,4-d]imidazol-2-yl)benzoyl)piperidin-4-yl)benzonitrile